4-[(2-trimethylsiloxyphenyl)sulfinyl]benzophenone C[Si](OC1=C(C=CC=C1)S(=O)C1=CC=C(C(=O)C2=CC=CC=C2)C=C1)(C)C